C(C)OC(=O)C=1C=C(NC1C1=C(C=CC=C1)[N+](=O)[O-])C1=CC(=CC=C1)Cl (3-chlorophenyl)-5-(2-nitrophenyl)Azole-4-carboxylic acid ethyl ester